NC1=C2C(=NC=N1)N(N=C2C2=CC=C(C=C2)OC2=CC=CC=C2)[C@H]2[C@@H](CN(CC2)CC2=CC(=C1C(N(C(C1=C2)=O)C2C(NC(CC2)=O)=O)=O)F)F 6-(((3R,4R)-4-(4-amino-3-(4-phenoxyphenyl)-1H-pyrazolo[3,4-d]pyrimidin-1-yl)-3-fluoropiperidin-1-yl)methyl)-2-(2,6-dioxopiperidin-3-yl)-4-fluoroisoindoline-1,3-dione